CCCCCC1=CC=CC(=O)O1 6-amyl-α-pyrone